OCC=1N(C=CN1)CC(=O)C=1C=C(C#N)C=CC1 3-{[2-(hydroxymethyl)-1H-imidazol-1-yl]acetyl}benzonitrile